mono-lithium phosphate P(=O)([O-])(O)O.[Li+]